C(C)(C)(C)OC(=O)N[C@@]1(CN(CC1)C1=C(C=NC=C1C(=O)OCC)C1=NC2=C(N1)C=CC=C2C)C ethyl (S)-4-(3-((tert-butoxycarbonyl)amino)-3-methylpyrrolidin-1-yl)-5-(4-methyl-1H-benzo[d]imidazol-2-yl)nicotinate